1-(9Z,12Z,15Z-octadecatrienoyl)-2-tridecanoyl-glycero-3-phosphocholine CCCCCCCCCCCCC(=O)O[C@H](COC(=O)CCCCCCC/C=C\C/C=C\C/C=C\CC)COP(=O)([O-])OCC[N+](C)(C)C